C(C)(C)C1(CC=C(CC1)C)OC(C1=CC=C(C=C1)O)=O 1-Isopropyl-4-methylcyclohex-3-en-1-yl-4-hydroxybenzoat